C1(=CC=CC=C1)P(OC(C)C)(OC(C)C)[O-] diisopropyl monophenylphosphite